4-methyl-7-(4-methylpiperazin-1-yl)phthalazin-1(2H)-one CC1=NNC(C2=CC(=CC=C12)N1CCN(CC1)C)=O